2-nitro-diazobenzene hydrochloride Cl.[N+](=O)([O-])C1C(C=CC=C1)=[N+]=[N-]